C1(CC1)SC1=CC(=C(CCN)C=C1OC)OC 4-cyclopropylthio-2,5-dimethoxyphenethyl-amine